CC=1C=C(C=CC1OC1=CC2=C(N(N=N2)C)C=C1)NC1=NC=NC2=C1N=C(N=C2)N2CC1(C2)CC(C1)NC(OC(C)(C)C)=O tert-butyl (2-(8-((3-methyl-4-((1-methyl-1H-benzo[d][1,2,3]triazol-5-yl)oxy)phenyl)amino)pyrimido[5,4-d]pyrimidin-2-yl)-2-azaspiro[3.3]heptan-6-yl)carbamate